(1R,2S,5S)-3-[(2S)-2-[(6-chloropyrazin-2-yl)amino]-3,3-dimethyl-butanoyl]-6,6-dimethyl-3-azabicyclo[3.1.0]hexane-2-carboxylic acid ClC1=CN=CC(=N1)N[C@H](C(=O)N1[C@@H]([C@H]2C([C@H]2C1)(C)C)C(=O)O)C(C)(C)C